N-((1S,3S)-3-Acrylamidocyclohexyl)-4-oxo-5-(2-phenylpyridin-4-yl)-4,5-dihydro-3H-1-thia-3,5,8-triazaacenaphthylene-2-carboxamide C(C=C)(=O)N[C@@H]1C[C@H](CCC1)NC(=O)C=1SC=2N=CC=C3N(C(NC1C23)=O)C2=CC(=NC=C2)C2=CC=CC=C2